C(C)(C)(C)OC(=O)[C@@](C(=O)O)(CCC1=CC=CC=C1)N (tert-Butoxycarbonyl)-(S)-2-amino-4-phenylbutanoic acid